Tert.Butyl acetate C(C)(=O)OC(C)(C)C